C1(=CC=CC=C1)C1=CC=C(OC=2SC=3N=C4N(C(C3N2)=O)CCC4)C=C1 2-(4-phenylphenoxy)-6,7-dihydropyrrolo[1,2-a]thiazolo[5,4-d]pyrimidine-9(5H)-one